(3S,4S)-3-ethyl-4-[(1S,5R,7S,8R,9R,E)-8-hydroxy-1,3,5,7,9-pentamethyl-6-oxo-3-undecenyl]-2-oxetanone C(C)[C@@H]1C(O[C@H]1[C@H](C\C(=C\[C@H](C([C@H]([C@@H]([C@@H](CC)C)O)C)=O)C)\C)C)=O